(6R)-6-[3-(5-chloro-2-methoxypyridine-3-sulfonamido)-2,6-difluorophenyl]-N-methyl-5H,6H,7H,8H-imidazo[1,5-a]pyridine-1-carboxamide ClC=1C=C(C(=NC1)OC)S(=O)(=O)NC=1C(=C(C(=CC1)F)[C@H]1CCC=2N(C1)C=NC2C(=O)NC)F